chloro-1-methyl-1H-pyrrolo[2,3-b]pyridine-4-carboxylic acid methyl ester COC(=O)C=1C2=C(N=CC1)N(C(=C2)Cl)C